FC1=CC=C(C=C1)C1(CCC2(OCCO2)CC1)NS(=O)(=O)C(C)(C)C N-(8-(4-fluorophenyl)-1,4-dioxaspiro[4.5]decan-8-yl)-2-methylpropane-2-sulfonamide